6-(3-(2-Amino-2-oxoethyl)-1H-pyrrolo[2,3-b]pyridin-5-yl)isochroman NC(CC1=CNC2=NC=C(C=C21)C=2C=C1CCOCC1=CC2)=O